ClC1=CC=C2C(=CC(=NC2=C1Cl)N1[C@@H]([C@H](CC1)O)CC(=O)NCC(=O)OCC)N1C=NC=C1 Ethyl (2-((2R,3S)-1-(7,8-dichloro-4-(1H-imidazol-1-yl)quinolin-2-yl)-3-hydroxypyrrolidin-2-yl)acetyl)glycinate